N-(1,3-benzodioxol-5-ylmethyl)-1,2-dihydro-7-methoxy-2-oxo-8-(pentyloxy)-3-quinolinecarboxamide O1COC2=C1C=CC(=C2)CNC(=O)C=2C(NC1=C(C(=CC=C1C2)OC)OCCCCC)=O